C1(=CC=CC=C1)[C@H]1CC[C@H](CC1)OCC1C2(COC(N2)=O)CCN1 (CIS)-6-({[(CIS)-4-phenylcyclohexyl]oxy}methyl)-3-oxa-1,7-diazaspiro[4.4]nonan-2-one